4-amino-7-(tert-butyl)-N-(4-propylphenyl)-7H-pyrrolo[2,3-d]pyrimidine-5-carboxamide NC=1C2=C(N=CN1)N(C=C2C(=O)NC2=CC=C(C=C2)CCC)C(C)(C)C